O=C1CC(C1)C1=CC=2N(C=C1)C(=CN2)C(=O)OCC ethyl 7-(3-oxocyclobutyl)imidazo[1,2-a]pyridine-3-carboxylate